CC1(N=N1)CCC(=O)O 3-(3-Methyl-3H-diazirin-3-yl)propanoic acid